tert-butyl (1S,2R,3R,5R)-2-fluoro-3-(methyl(5-(methylthio)pyrazin-2-yl)amino)-8-azabicyclo[3.2.1]octane-8-carboxylate F[C@H]1[C@@H]2CC[C@H](C[C@H]1N(C1=NC=C(N=C1)SC)C)N2C(=O)OC(C)(C)C